(E)-N-(4-(1-(4-(1-(5-(2-(2,6-dioxopiperidin-3-yl)-3-oxoisoindoline-4-yl)pent-4-yn-1-yl)piperidin-4-yl)benzoyl)piperidin-4-yl)butyl)-3-(pyridin-3-yl)acrylamide O=C1NC(CCC1N1CC2=CC=CC(=C2C1=O)C#CCCCN1CCC(CC1)C1=CC=C(C(=O)N2CCC(CC2)CCCCNC(\C=C\C=2C=NC=CC2)=O)C=C1)=O